benzyl N-(3-{[(2S)-2-amino-4-(methylthio) butyl] dithio}-2-benzylpropanoyl)-L-phenylalaninate N[C@H](CSSCC(C(=O)N[C@@H](CC1=CC=CC=C1)C(=O)OCC1=CC=CC=C1)CC1=CC=CC=C1)CCSC